[C@@H]12N(C[C@@H](NC1)C2)C2=C(N=CC(=N2)NC2=CC1=C(C=N2)SC(=N1)C1=CC(=NC=C1)C(C)(C)O)C1CCOCC1 2-{4-[6-({6-[(1S,4S)-2,5-diazabicyclo[2.2.1]heptan-2-yl]-5-(oxan-4-yl)pyrazin-2-yl}amino)-[1,3]thiazolo[5,4-c]pyridin-2-yl]pyridin-2-yl}propan-2-ol